CC1=CC=C(C=C1)S(=O)(=O)OCCC1CCC(CC1)COC(N(C1=CC=CC=C1)C1=CC=C(C=C1)Cl)=O 2-((1s,4s)-4-((((4-chlorophenyl)(phenyl)carbamoyl)oxy)methyl)cyclohexyl)ethyl 4-methylbenzenesulfonate